6-trifluoromethylquinazoline-2,4(1H,3H)-dione FC(C=1C=C2C(NC(NC2=CC1)=O)=O)(F)F